C1(CCCC1)N1C(CN(C=2C(N[C@@](NC12)(N)NC1=C(C=C(C=C1)S(=O)(=O)CC(=O)N1CCC(CC1)C)OC)=O)C)CC (S)-8-cyclopentyl-7-ethyl-2-[4-[2-(4-methylpiperidin-1-yl)-2-oxoethylsulfonyl]-2-methoxyphenylamino]-5-methyl-7,8-dihydropterin